COC(=C)CP([O-])=O.[Na+] sodium (1-methoxyvinyl)methylphosphinate